C(CCCCCC(C)C)(=O)OCCCCCCCCCCC(C)C isotridecanyl isononanoate